Cl.N[C@H](C(=O)O)CC1CC=C(CC1)C1=NC(=NC(=C1)OC(C(F)(F)F)C1=C(C=C(C=C1)Cl)C1=CC=C(C=C1)F)N (2S)-2-amino-3-(4-(2-amino-6-(1-(5-chloro-4'-fluoro-[1,1'-biphenyl]-2-yl)-2,2,2-trifluoroethoxy)pyrimidin-4-yl)cyclohex-3-en-1-yl)propanoic acid hydrochloride